C(C)(C)(C)OC(=O)N1CCC(CC1)NC 4-(methylamino)piperidine-1-carboxylic acid tert-butyl ester